C1(CC1)C=1N=NN(C1)[C@@H](C(=O)N1[C@H](C[C@@H](C1)O)C(=O)NC(C)C1=CC=C(C=C1)S(NC=1N=NN(N1)C)(=O)=O)C(C)(C)C (2R,4S)-1-[(2R)-2-(4-cyclopropyl-triazol-1-yl)-3,3-dimethyl-butyryl]-4-hydroxy-N-[1-[4-[(2-methyltetrazol-5-yl)sulfamoyl]phenyl]ethyl]pyrrolidine-2-carboxamide